1-isopropyl-8-(5-(piperazin-1-yl)pyridin-2-ylamino)-4,5-dihydro-1H-pyrazolo[4,3-H]quinazoline-3-carbonitrile C(C)(C)N1N=C(C=2CCC=3C=NC(=NC3C21)NC2=NC=C(C=C2)N2CCNCC2)C#N